Methyl (3S)-3-amino-3-[2-chloro-3-(3-chlorophenyl)phenyl]butanoate hydrochloride Cl.N[C@](CC(=O)OC)(C)C1=C(C(=CC=C1)C1=CC(=CC=C1)Cl)Cl